OC1(CC(C1)C(=O)N1CC2(C1)CCC(CC2)C2=CN(C1=NC=CC=C12)C)C ((1s,3s)-3-hydroxy-3-methylcyclobutyl)(7-(1-methyl-1H-pyrrolo[2,3-b]pyridin-3-yl)-2-azaspiro[3.5]non-2-yl)methanone